(1R,3S,5R)-2-(2-(3-acetyl-7-methyl-5-(2-methylpyrimidin-5-yl)-1H-indazol-1-yl)acetyl)-N-(2-chlorophenethyl)-5-methyl-2-azabicyclo[3.1.0]hexane-3-carboxamide C(C)(=O)C1=NN(C2=C(C=C(C=C12)C=1C=NC(=NC1)C)C)CC(=O)N1[C@@H]2C[C@@]2(C[C@H]1C(=O)NCCC1=C(C=CC=C1)Cl)C